COC=1C=C2CCN(CC2=CC1NC1=NC2=CC(=CC=C2C=N1)NC[C@]1(COCC1)C)C |r| (S and R)-N~2~-(6-methoxy-2-methyl-1,2,3,4-tetrahydroisoquinolin-7-yl)-N~7~-[(3-meth-yloxolan-3-yl)methyl]quinazoline-2,7-diamine